C(C)(C)(C)OC(NS(NC)(=O)=O)=O N-(methylsulfamoyl)carbamic acid tert-butyl ester